4-(5-cyclopropyl-1,2,4-oxadiazol-3-yl)aniline C1(CC1)C1=NC(=NO1)C1=CC=C(N)C=C1